rel-(2S,3R,5S)-3-(3,4-difluoro-2-methoxyphenyl)-N-(6-((R*)-1,2-dihydroxyethyl)pyridin-3-yl)-5-methyl-5-(trifluoromethyl)tetrahydrofuran-2-carboxamide FC=1C(=C(C=CC1F)[C@@H]1[C@H](O[C@@](C1)(C(F)(F)F)C)C(=O)NC=1C=NC(=CC1)[C@H](CO)O)OC |o1:8,9,11,27|